C[C@H]1[C@H]([C@H]([C@@H]([C@@H](O1)O[C@@H]2[C@H]([C@H]([C@H](O[C@H]2O[C@@H]3[C@H]([C@@H](O[C@@H]([C@H]3O)CO)OCCCCCCC=C)NC(=O)C)CO)O)O[C@@H]4[C@@H]([C@H]([C@H]([C@H](O4)CO)O)O)NC(=O)C)O)O)O The molecule is a glycoside formed between the branched tetrasaccharide alpha-L-Fuc-(1->2)-[alpha-D-GalNAc-(1->3)]-beta-D-Gal-(1->3)-beta-D-GlcNAc and the alkenyl alcohol oct-7-en-1-ol. It contains an alpha-L-Fucp-(1->2)-[alpha-D-GalpNAc-(1->3)]-beta-D-Galp-(1->3)-beta-D-GlcpNAc-yl group. It derives from an oct-7-en-1-ol.